ClC=1C(=C(CN2[C@@H](C[C@@](CC2)(C(=O)O)CC2=NC(=CC=C2C)NC2=NNC(=C2)C)CC)C=CC1)F (2R,4R)-1-(3-chloro-2-fluorobenzyl)-2-ethyl-4-((3-methyl-6-((5-methyl-1H-pyrazol-3-yl)amino)pyridin-2-yl)methyl)piperidine-4-carboxylic acid